4-Bromo-3-(2-chloro-5-fluorophenyl)-9-fluoro-8-hydroxy-2-(4-methoxybenzyl)-2,3,8,9-tetrahydro-1H-pyrrolo[3,4-f]isoquinoline-1,6(7H)-dione BrC1=C2C(=C3C(C(NC(C3=C1)=O)O)F)C(N(C2C2=C(C=CC(=C2)F)Cl)CC2=CC=C(C=C2)OC)=O